(S)-4-chloro-3-hydroxybutyrate ClC[C@H](CC(=O)[O-])O